N-(6-methyl-5-(((4-(methylamino)-2-(methylthio)pyrimidin-5-yl)methyl)amino)pyridin-3-yl)-3-(trifluoromethyl)benzamide CC1=C(C=C(C=N1)NC(C1=CC(=CC=C1)C(F)(F)F)=O)NCC=1C(=NC(=NC1)SC)NC